C(C)(C)C1=CC=C(C=C1)C=1N=C2N(C=CC=N2)C1CN1C2CN(C(C1)CC2)C(=O)C2=NC(=CC=C2)OC (5-{[2-(4-Isopropylphenyl)imidazo[1,2-a]-pyrimidin-3-yl]methyl}-2,5-diazabicyclo[2.2.2]-oct-2-yl)(6-methoxypyridin-2-yl)methanone